C(C1=CC=CC=C1)OC1(C2=NN=C(C=3C(=CC(=C(N4CCCC4CC=CCC1)N3)C3=CC=NC=C3)[N+](=O)[O-])O2)C(F)(F)F 6-(benzyloxy)-20-nitro-18-(pyridin-4-yl)-6-(trifluoromethyl)-22-oxa-3,4,16,21-tetraazatetracyclo[15.3.1.12,5.012,16]docosa-1(21),2,4,9,17,19-hexaene